COC1=CC=2CCC3=CC(=CC=C3C2C(=C1)OC)OC 2,4,7-trimethoxy-9,10-dihydrophenanthrene